CC1(OC2=C(C1)C(=C(C(=C2C)C)S(=O)(=O)N=C=S)C)C 2,2,4,6,7-pentamethyl-2,3-dihydrobenzofuran-5-sulfonyl isothiocyanate